C1(CCC1)CNCC=1NC2=CC(=CC=C2C1)CN1N=NC(=C1)C1=C2C=NNC2=CC(=C1)N 4-(1-((2-(((cyclobutylmethyl)amino)methyl)-1H-indol-6-yl)methyl)-1H-1,2,3-triazol-4-yl)-1H-indazol-6-amine